(13Z,16Z)-N,N-Dimethyl-3-Nonyldocosa-13,16-Dien-1-Amine CN(CCC(CCCCCCCCC\C=C/C\C=C/CCCCC)CCCCCCCCC)C